tert-Butyl N-(3-oxobutyl)carbamate O=C(CCNC(OC(C)(C)C)=O)C